4-amino-8-(6-chloro-2-methylpyridin-3-yl)-N-propylisoquinoline-3-carboxamide NC1=C(N=CC2=C(C=CC=C12)C=1C(=NC(=CC1)Cl)C)C(=O)NCCC